N-(3-chloro-2-nitrophenyl)tetrahydro-2H-pyran-4-amine ClC=1C(=C(C=CC1)NC1CCOCC1)[N+](=O)[O-]